C(C)C1=CC=C(C=C1)CC(C)(O)C 1-(4-ethylphenyl)-2-methylpropan-2-ol